N1C[C@@H](CC1)C1=C(C2=C(N=NC(=C2)C2=C(C=CC=C2)O)N1)C1CC2(COC2)C1 (R)-2-(6-(pyrrolidin-3-yl)-5-(2-oxaspiro[3.3]heptan-6-yl)-7H-pyrrolo[2,3-c]pyridazin-3-yl)phenol